1,1,3,3,5,5-hexaEthoxy-1,3,5-trisilacyclohexane C(C)O[Si]1(C[Si](C[Si](C1)(OCC)OCC)(OCC)OCC)OCC